3,6-DIMETHYLHEPTYL ACETATE C(C)(=O)OCCC(CCC(C)C)C